antimony L-tartrate C(=O)([O-])[C@H](O)[C@@H](O)C(=O)[O-].[Sb+3].C(=O)([O-])[C@H](O)[C@@H](O)C(=O)[O-].C(=O)([O-])[C@H](O)[C@@H](O)C(=O)[O-].[Sb+3]